2-(2-bromo-3-chloro-6-fluoro-phenyl)-(1-methyl-1,7-diazaspiro[3.4]octan-7-yl)methanone BrC1=C(C(=CC=C1Cl)F)C1N(C2(C1)CCN(C2)C=O)C